(aminoethyl)propyltrimethoxysilane NCCCO[Si](OC)(OC)CCC